N[C@@H](CC(=O)[O-])C(=O)[O-].N[C@@H](CC(=O)[O-])C(=O)[O-].[Mn+4] manganese bisaspartate